ClC=1C=C2C(=NC(=NC2=CC1)C1CC1)N1CC=2C=C(C=NC2CC1)C=1C(=NN(C1)C)C 6-chloro-2-cyclopropyl-4-[3-(1,3-dimethylpyrazol-4-yl)-7,8-dihydro-5H-1,6-naphthyridin-6-yl]quinazoline